O=C1NC(CCC1N1C(C2=CC=C(C=C2C1=O)OCCOCCOCCOCCN(CCCN1C2=CC=CC=C2SC=2C=CC=CC12)C)=O)=O 2-(2,6-dioxopiperidin-3-yl)-5-((12-methyl-15-(10H-phenothiazin-10-yl)-3,6,9-trioxa-12-azapentadecyl)oxy)isoindoline-1,3-dione